[W].[K] Potassium-tungsten